methyl (2-(2-methoxyethoxy) ethyl) hydrogen phosphate P(=O)(OC)(OCCOCCOC)O